FC1=CC=C(C=C1)C1=CC=NC=2N1N(CC2)C2=C(C=CC=C2)OC 7-(4-fluorophenyl)-N-(2-methoxyphenyl)pyrazolo[1,5-a]pyrimidine